C[C@H]1CN(CCN1C=1C2=C(N=CN1)N(C=C2N2CCCC2)C2=CC(=C(C(=C2)F)F)F)C(=O)OC(C)(C)C tert-butyl (S)-3-methyl-4-(5-(pyrrolidin-1-yl)-7-(3,4,5-trifluorophenyl)-7H-pyrrolo[2,3-d]pyrimidin-4-yl)piperazine-1-carboxylate